C(#N)C1=CC(=C(COC2=CC=CC(=N2)OC2CN(C2)CC2=NC3=C(N2C[C@H]2OCC2)C=C(C=C3)C(=O)OC)C=C1)F methyl (S)-2-((3-((6-((4-cyano-2-fluorobenzyl)oxy)pyridine-2-yl)oxy)azetidine-1-yl)methyl)-1-(oxetan-2-yl-methyl)-1H-benzo[d]imidazole-6-carboxylate